CC1CC2C(CC1C(=O)OCCOC(=O)C1CC3C(CC1C)O3)O2 ethylene glycol bis(3,4-epoxy-6-methylcyclohexane-carboxylate)